FC(OC1=NN(C2=NC=C(C=C21)OC2=CC=C(C=C2)[N+](=O)[O-])CC2=CC=C(C=C2)OC)F 3-(difluoromethoxy)-1-[(4-methoxyphenyl)methyl]-5-(4-nitrophenoxy)pyrazolo[3,4-b]pyridine